C(C)(=O)N1\C(\C(C2=CC=CC=C12)=O)=C\C=1SC2=C(N1)C=C(C=C2)CN(C(OC(C)(C)C)=O)C2CCOCC2 tert-butyl (E)-((2-((1-acetyl-3-oxoindolin-2-ylidene)methyl)benzo[d]thiazol-5-yl)methyl)(tetrahydro-2H-Pyran-4-yl)carbamate